C(CCC\C=C/CC)OC(CCC(=O)OCCCCC(CCCCOC(CCC(OCCCC\C=C/CC)OCCCC\C=C/CC)=O)OC(=O)OCCCN(CC)CC)OCCCC\C=C/CC 5-(((3-(diethylamino)propoxy)carbonyl)oxy)nonane-1,9-diyl bis(4,4-bis(((Z)-oct-5-en-1-yl)oxy)butanoate)